tert-butyl-rel-(6R,7R)-7-({[4-(benzyloxy)cyclohexyl]oxy}methyl)-2,2-dioxo-2λ6-thia-1,8-diazaspiro[5.5]undec-3-ene-8-carboxylate C(C)(C)(C)OC(=O)N1[C@H]([C@]2(CC=CS(N2)(=O)=O)CCC1)COC1CCC(CC1)OCC1=CC=CC=C1 |o1:8,9|